1'-((benzyloxy)carbonyl)-5-fluoro-7-(hydroxymethyl)-3H-spiro[benzo[b][1,4]dioxine-2,4'-piperidine]-6-carboxylic acid C(C1=CC=CC=C1)OC(=O)N1CCC2(CC1)COC1=C(O2)C=C(C(=C1F)C(=O)O)CO